4-chloro-3-(5,7-difluoro-6-(1-(2-methoxyethyl)-1H-pyrazol-3-yl)-4-oxo-1,4-dihydroquinolin-2-yl)benzonitrile ClC1=C(C=C(C#N)C=C1)C=1NC2=CC(=C(C(=C2C(C1)=O)F)C1=NN(C=C1)CCOC)F